tert-butyl rac-(2R,5R)-2-(3-bromo-5-chloro-phenyl)-5-hydroxy-5-methyl-piperidine-1-carboxylate BrC=1C=C(C=C(C1)Cl)[C@@H]1N(C[C@](CC1)(C)O)C(=O)OC(C)(C)C |r|